CO\C=C/1\C(OC2=C1C=CC=C2)=O (E)-3-(methoxymethylene)benzofuran-2(3H)-one